tert-Butyl (2-(2-(2-((3-(2-(2,6-dioxopiperidin-3-yl)-1,3-dioxoisoindolin-5-yl)prop-2-yn-1-yl)oxy)ethoxy)ethoxy)ethyl)carbamate O=C1NC(CCC1N1C(C2=CC=C(C=C2C1=O)C#CCOCCOCCOCCNC(OC(C)(C)C)=O)=O)=O